S1C=NC2=C1C=CC(=C2)NC(=O)C2C(CN(CC2)S(=O)(=O)C2=CC1=C(N=CS1)C=C2)C N-(benzo[d]thiazol-5-yl)-1-(benzo[d]thiazol-6-ylsulfonyl)-3-methylpiperidine-4-carboxamide